OC1CN(C1)C1=C(C=C2C(=C(C(N(C2=C1)C)=O)C(=O)N)N1CCC(CC1)C=1OC2=C(N1)C=C(C=C2)C)C 7-(3-hydroxyazetidin-1-yl)-1,6-dimethyl-4-[4-(5-methyl-1,3-benzooxazol-2-yl)piperidin-1-yl]-2-oxo-1,2-dihydroquinoline-3-carboxamide